3-(3'-ethoxy-4'-(7-oxo-6,7-dihydro-3H-[1,2,3]triazolo[4,5-d]pyrimidin-5-yl)-6-(2-(pyrrolidin-1-yl)ethoxy)-[1,1'-biphenyl]-3-yl)propionic acid C(C)OC=1C=C(C=CC1C=1NC(C2=C(N1)NN=N2)=O)C2=CC(=CC=C2OCCN2CCCC2)CCC(=O)O